CC1=CC=C(C=C1)S(=O)(=O)NC(CC1=CC=CC=C1)C 4-methyl-N-(1-phenylpropane-2-yl)benzenesulfonamide